COC=1C=C(C=CC1OC)CCCC(=O)O 4-(3,4-dimethoxyphenyl)butyric acid